CC=1C=C2N=C(C(=NC2=CC1)C(=O)O)C(=O)O 6-methyl-2,3-quinoxalinedicarboxylic acid